5-(2-bromo-3-(4-fluoro-2-(trifluoromethyl)benzyl)-5,6-dihydroimidazo[1,2-a]pyrazine-7(8H)-yl)-4-chloropyridazin-3(2H)-one BrC=1N=C2N(CCN(C2)C2=C(C(NN=C2)=O)Cl)C1CC1=C(C=C(C=C1)F)C(F)(F)F